C1(=CC=CC=C1)C1=NC2=C(N1)C=CC=C2C=O 2-PHENYL-1H-BENZO[D]IMIDAZOLE-4-CARBALDEHYDE